OC(C[C@@H]1[C@@H]2CC[C@H](C1)N2C(=O)OC(C)(C)C)(C)C |&1:3| (±)-tert-butyl (1S,4R)-2-(2-hydroxy-2-methylpropyl)-7-azabicyclo[2.2.1]heptane-7-carboxylate